5-chloro-4-(6-cyclopropyl-7-methoxyimidazo[1,2-b]pyridazin-3-yl)-N-((3S,4S)-4-fluoropyrrolidin-3-yl)pyrimidin-2-amine ClC=1C(=NC(=NC1)N[C@H]1CNC[C@@H]1F)C1=CN=C2N1N=C(C(=C2)OC)C2CC2